ethyl (R)-1-(5-(2-bromo-4-chloro-5-(3-methoxypropoxy)phenyl)-2,2-bis(hydroxymethyl)pyrrolidin-1-yl)-4-oxo-1,4-dihydropyridine-3-carboxylate BrC1=C(C=C(C(=C1)Cl)OCCCOC)[C@H]1CCC(N1N1C=C(C(C=C1)=O)C(=O)OCC)(CO)CO